(2S,4S,6S)-2-methyl-6-(1-methyltriazol-4-yl)-4-(p-tolyl)piperidin-4-ol C[C@@H]1N[C@@H](C[C@](C1)(O)C1=CC=C(C=C1)C)C=1N=NN(C1)C